3-(tert-butylsulfonyl)-5'-methyl-4-pentyl-1',2',3',4'-tetrahydro-[1,1'-biphenyl]-2,6-diol C(C)(C)(C)S(=O)(=O)C1=C(C(=C(C=C1CCCCC)O)C1CCCC(=C1)C)O